CN1N=CC=2N=CN=C(C21)NCC2=CC=C(C=C2)B(O)O 4-[([1-methylpyrazolo[4,3-d]pyrimidin-7-yl]amino)methyl]-phenylboronic acid